NC1=CC=C(C=N1)C1CCN(CC1)CC1CCC(CC1)=O 4-((4-(6-aminopyridin-3-yl)piperidin-1-yl)methyl)cyclohexan-1-one